[Si](C)(C)(C(C)(C)C)OC1CCC=2C1=NC=CC2CN (7-((tert-butyldimethylsilyl)oxy)-6,7-dihydro-5H-cyclopenta[b]pyridin-4-yl)methanamine